(E)-6-amino-5-((2-hydroxybenzylidene)amino)-2-mercaptopyrimidin-4-ol NC1=C(C(=NC(=N1)S)O)/N=C/C1=C(C=CC=C1)O